C(C)(=O)N1CCN(CC1)C1CC(C1)NC=1N=CC2=C(N1)C(=NC(=C2)C#N)NC(C)C 2-(((1r,3r)-3-(4-acetylpiperazin-1-yl)cyclobutyl)amino)-8-(isopropylamino)pyrido[3,4-d]pyrimidine-6-carbonitrile